tricetyl phosphate trioctadecyl-phosphate tri(behenyl)phosphate C(CCCCCCCCCCCCCCCCCCCCC)OP(=O)(OCCCCCCCCCCCCCCCCCCCCCC)OCCCCCCCCCCCCCCCCCCCCCC.C(CCCCCCCCCCCCCCCCC)OP(=O)(OCCCCCCCCCCCCCCCCCC)OCCCCCCCCCCCCCCCCCC.P(=O)(OCCCCCCCCCCCCCCCC)(OCCCCCCCCCCCCCCCC)OCCCCCCCCCCCCCCCC